C(C)(=O)O.[P].[Ga] gallium phosphorus acetic acid